2-(3-chloro-5-fluorophenoxy)-8,8-difluoro-5-iodobicyclo[4.2.0]octa-1,3,5-trien-7-one ClC=1C=C(OC2=C3C(C(C3=C(C=C2)I)=O)(F)F)C=C(C1)F